FC1=C2C(NC(=NC2=CC(=C1)OCC1COCC1)CSC1CCC(CC1)(C)O)=O 5-Fluoro-2-((((cis)-4-hydroxy-4-methylcyclohexyl)thio)methyl)-7-((tetrahydrofuran-3-yl)methoxy)quinazolin-4(3H)-one